CC1=CC=C(C=C1)S(=O)(=O)N1C=CC2=CC=CC=C12 1-p-toluenesulfonyl-1H-indole